C1(CC1)OCC1=C(C=NC2=CC=C(N=C12)OC)NC(OC(C)(C)C)=O tert-butyl N-[4-(cyclopropoxymethyl)-6-methoxy-1,5-naphthyridin-3-yl]carbamate